(3,4-Dichlorophenyl)[(3R)-11,11-difluoro-3-methyl-1,3,4,7,8,9,10,11-octahydro-2H-pyrido[4',3':3,4]pyrazolo[1,5-d][1,4]diazepin-2-yl]methanone ClC=1C=C(C=CC1Cl)C(=O)N1CC=2C(=NN3CCNCC(C32)(F)F)C[C@H]1C